C[C@H]1N([C@H](OC1=O)C1=CC=CC=C1)C(=O)OCC1=CC=CC=C1 benzyl (2R,4R)-4-methyl-5-oxo-2-phenyloxazolidine-3-carboxylate